(R)-6-(3-(3-(dimethylamino)phenyl)isoxazolidin-2-yl)-N-(2-methoxy-4-(4-(4-methylpiperazine-1-yl)piperidin-1-yl)phenyl)pyrimidin-4-amine CN(C=1C=C(C=CC1)[C@@H]1N(OCC1)C1=CC(=NC=N1)NC1=C(C=C(C=C1)N1CCC(CC1)N1CCN(CC1)C)OC)C